3,4-dipropylpyrrole C(CC)C1=CNC=C1CCC